C(CCCCCCCCC(=O)OCCCC)(=O)OCCCC dibutyl decanedioate